O=C1N([C@@H]2CC[C@H](N1C2)C(NC(=O)C=2N=C(SC2)C(F)(F)F)=N)OS(=O)(=O)[O-].[Na+].C(C(=C)C)(=O)OCCC[Si](Cl)(C)C 3-(methacryloyloxy)propyl-dimethylchlorosilane sodium (2S,5R)-7-oxo-2-(N-(2-(trifluoromethyl)thiazole-4-carbonyl)carbamimidoyl)-1,6-diazabicyclo[3.2.1]octan-6-yl-sulfate